FC1=CC=CC=2N=C(SC21)N(CCC2=CC=C(C=C2)OC)CC2=NC1=C(N2C)C=C(C=C1)B(O)O (2-(((7-fluorobenzo[d]thiazol-2-yl)(4-methoxyphenethyl)amino)-methyl)-1-methyl-1H-benzo[d]imidazol-6-yl)boronic acid